(2S,4R)-1-(1-cyanocyclobutane-1-carbonyl)-4-fluoropyrrolidine-2-carboxylic acid C(#N)C1(CCC1)C(=O)N1[C@@H](C[C@H](C1)F)C(=O)O